[(3R*,4R*)-3-methyl-1-methylsulfonyl-4-piperidyl]-1,1-dioxo-2H-thieno[3,2-e][1,2,4]thiadiazin-3-amine C[C@@H]1CN(CC[C@H]1N1S(C2=C(N=C1N)C=CS2)(=O)=O)S(=O)(=O)C |o1:1,6|